1-(4-((4-([1,1'-biphenyl]-3-yl)-5-chloropyrimidin-2-yl)amino)piperidin-1-yl)-2-(1-acetylpiperidin-4-yl)ethan-1-one C1(=CC(=CC=C1)C1=NC(=NC=C1Cl)NC1CCN(CC1)C(CC1CCN(CC1)C(C)=O)=O)C1=CC=CC=C1